(R)-3-(4-(benzyloxy)-3-fluoro-2-methoxyphenyl)-4,5-dimethyl-5-(trifluoromethyl)furan-2(5H)-one C(C1=CC=CC=C1)OC1=C(C(=C(C=C1)C=1C(O[C@](C1C)(C(F)(F)F)C)=O)OC)F